CC1=CC(=NC2=CC=C(C=C12)C1=CC=NC=C1)N1CCCCC1 1-(4-Methyl-6-(pyridin-4-yl)chinolin-2-yl)piperidin